(+/-)-N-[(3S)-3-fluoro-4-piperidyl]-2-iodo-1-(2,2,2-trifluoroethyl)indol-4-amine F[C@H]1CNCC[C@H]1NC=1C=2C=C(N(C2C=CC1)CC(F)(F)F)I |&1:6|